4,4'-bis(dihydroxyethylamino)benzophenone OC(CNC1=CC=C(C(=O)C2=CC=C(C=C2)NCC(O)O)C=C1)O